2-[methoxy(methyl)carbamoyl]piperidine-1-carboxylic acid tert-butyl ester C(C)(C)(C)OC(=O)N1C(CCCC1)C(N(C)OC)=O